C(C=C)(=O)N1CC2=CC=CC(=C2C2(C1)CC2)C2=C1C(=C(NC1=C(C=C2F)C(=O)N)C)Cl 4-(2'-acryloyl-2',3'-dihydro-1'H-spiro[cyclopropane-1,4'-isoquinoline]-5'-yl)-3-chloro-5-fluoro-2-methyl-1H-indole-7-carboxamide